FC1=C(OC(C(=O)O)(C)C)C=CC(=C1)CN1N=CN(C1=O)C1=CC=C(C=C1)C(F)(F)F 2-(2-Fluoro-4-((5-oxo-4-(4-(trifluoromethyl)phenyl)-4,5-dihydro-1H-1,2,4-triazol-1-yl)methyl)phenoxy)-2-methylpropionic acid